[8-(1-octylnonoxy)-8-oxo-octyl](2S)-1-[6-(1-hexylheptoxy)-6-oxo-hexyl]-4-hydroxy-pyrrolidine-2-carboxylate C(CCCCCCC)C(CCCCCCCC)OC(CCCCCCCOC(=O)[C@H]1N(CC(C1)O)CCCCCC(=O)OC(CCCCCC)CCCCCC)=O